(4-(tert-butyl)phenyl)diphenylsulfonium 1,1-difluoro-2-(methacryloyloxy)ethane-1-sulfonate FC(COC(C(=C)C)=O)(S(=O)(=O)[O-])F.C(C)(C)(C)C1=CC=C(C=C1)[S+](C1=CC=CC=C1)C1=CC=CC=C1